C(C)OC(CCC(=O)C1=C(C(=CC(=N1)C=1C=NC=CC1)Br)O)=O 4-(4-Bromo-5-hydroxy-[2,3']bipyridinyl-6-yl)-4-oxo-butyric acid ethyl ester